C(C)(=O)N[C@H]1[C@@H](O[C@@H]([C@H]([C@@H]1O)O)CO)NC(C[C@H](N)C(=O)O)=O N4-(N-acetyl-β-glucosaminyl)-asparagine